CC=1C=C2CCC(NC2=CC1)C1=CC=C(C=C1)S(=O)(=O)N 4-(6-Methyl-1,2,3,4-tetrahydroquinoline-2-yl)benzenesulfonamide